COC=1C=C2C=C(C=NC2=CC1OC)C=1SC=CC1 6,7-Dimethoxy-3-thiophen-2-yl-quinoline